COCOC1=C(C=CC(=C1)C1=CN=C(S1)C)C1=CC=C(N=N1)N1C[C@@H](CC1)NC([O-])=O [(3R)-1-{6-[2-(methoxymethoxy)-4-(2-methyl-1,3-thiazol-5-yl)phenyl]pyridazin-3-yl}pyrrolidin-3-yl]carbamate